3-(2,4-dioxotetrahydropyrimidin-1(2H)-yl)-4-methoxybenzoate O=C1N(CCC(N1)=O)C=1C=C(C(=O)[O-])C=CC1OC